[1H3]triolein O=C(CCCCCCC\C=C/CCCCCCCC)OCC(COC(CCCCCCC\C=C/CCCCCCCC)=O)OC(CCCCCCC\C=C/CCCCCCCC)=O